C(C)S(=O)(=O)C1=CC=C(C=C1)CC(=O)NC1=CC=C(C=C1)C1=NC2=C(N1CC1=CC=NC=C1)C=C(C=C2)C 2-(4-(ethylsulfonyl)phenyl)-N-(4-(6-methyl-1-(pyridin-4-ylmethyl)-1H-benzo[d]imidazol-2-yl)phenyl)acetamide